8-acetyl-2-(ethylthio)-3,6-dimethylquinazolin-4(3H)-one C(C)(=O)C=1C=C(C=C2C(N(C(=NC12)SCC)C)=O)C